FC(C(=O)O)(F)F.ClC1=C(OC2C[C@H]3[C@H](CNC3)C2)C=CC(=C1)F |r| rac-(3aS,6aR)-5-(2-chloro-4-fluoro-phenoxy)-1,2,3,3a,4,5,6,6a-octahydrocyclopenta[c]pyrrole 2,2,2-trifluoroacetate